NCC1=NC=C(C=N1)NC(=O)C1=CC2=C(OCCC3=C2SC=C3)C=C1C=1C(=NC(=CC1)C(NCCC)=O)C(=O)OC methyl 3-(9-((2-(aminomethyl)pyrimidin-5-yl)carbamoyl)-4,5-dihydrobenzo[b]thieno[2,3-d]oxepin-8-yl)-6-(propylcarbamoyl)picolinate